COC=1C=C(C=C(C1OC)OC)C1COC2=C(O1)C=CC(=C2)N (3,4,5-trimethoxyphenyl)-2,3-dihydrobenzo[b][1,4]dioxin-6-amine